N-allyl-1-hydroxy-6,6,9-trimethyl-3-pentyl-6H-benzo[c]chromene-2-carboxamide C(C=C)NC(=O)C=1C(=C2C3=C(C(OC2=CC1CCCCC)(C)C)C=CC(=C3)C)O